CN(C1=CC=C(C=C1)C(C)(N)C1=CC=C(C=C1)N(C)C)C 1,1-bis(p-dimethylaminophenyl)ethanamine